3,3'-Dimethylbiphenyl-4,4'-dicarboxylic acid CC=1C=C(C=CC1C(=O)O)C1=CC(=C(C=C1)C(=O)O)C